tert-Butyl ((S)-1-phenylethyl) ((R*)-2-methylpropane-1,3-diyl)dicarbamate C[C@@H](CNC(OC(C)(C)C)=O)CNC(O[C@@H](C)C1=CC=CC=C1)=O |o1:1|